F[C@H]1[C@H]([C@@]2(CN([C@]1(CC2)C)C)C)N(C2=CC=C(N=N2)C2=C(C=C(C=C2)N2C=NC=C2)O)C 2-(6-(((1S,4S,5S,6S)-6-fluoro-1,2,4-trimethyl-2-azabicyclo[2.2.2]octan-5-yl)(methyl)amino)pyridazin-3-yl)-5-(1H-imidazol-1-yl)phenol